FC(C(=O)N1CCN(CC1)C1=NC(=C(C=2CN(CCC12)C1=CC=CC2=CC=CC=C12)C#N)N1CCN(CC1)C(CC)=O)=C 1-(4-(2-fluoroacryloyl)piperazin-1-yl)-6-(naphthalen-1-yl)-3-(4-propionylpiperazin-1-yl)-5,6,7,8-tetrahydro-2,6-naphthyridine-4-carbonitrile